5-[9-[4-(4-nitrophenyl)piperazin-1-yl]-3-azaspiro[5.5]undecan-3-yl]pyrimidine-2-carboxylic acid [N+](=O)([O-])C1=CC=C(C=C1)N1CCN(CC1)C1CCC2(CCN(CC2)C=2C=NC(=NC2)C(=O)O)CC1